1-(3-chloropropyl)-4-(4-((2-(4-fluorophenyl)-6-methoxybenzo[b]thiophen-3-yl)oxy)phenyl)piperazine ClCCCN1CCN(CC1)C1=CC=C(C=C1)OC=1C2=C(SC1C1=CC=C(C=C1)F)C=C(C=C2)OC